C1(CC1)C1=NN(C=N1)S(=O)(=O)C1=CC=C(C(=O)NCC#C)C=C1 4-((3-cyclopropyl-1H-1,2,4-triazol-1-yl)sulfonyl)-N-(prop-2-yn-1-yl)benzamide